[Ag+].[Au+] Gold (I)-silver (I)